6-hydroxy-7-methoxy-2-(2-(5-(3-ethoxycarbonylphenyl)thiophen-2-yl)-ethyl)-1,2,3,4-tetrahydroisoquinoline OC=1C=C2CCN(CC2=CC1OC)CCC=1SC(=CC1)C1=CC(=CC=C1)C(=O)OCC